C1(CC1)C(=O)NC1=CC(=C(N=N1)C(=O)NC)NC1=CN(C2=C1C(N(C=C2)CC)=O)C 6-(Cyclopropanecarboxamido)-4-((5-ethyl-1-methyl-4-oxo-4,5-dihydro-1H-pyrrolo[3,2-c]pyridin-3-yl)amino)-N-methylpyridazine-3-carboxamide